α-Methyl-γ-butyrolactone CC1C(=O)OCC1